4-Hydroxyphenyl-2-[dimethoxy-(4-methoxyphenyl)methyl]dibenzothiophenium OC1=CC=C(C=C1)C1=C(C=CC=2[SH+]C3=C(C21)C=CC=C3)C(C3=CC=C(C=C3)OC)(OC)OC